7,8-dihydro-pteridin-6(5H)-one N1=CN=CC=2NC(CNC12)=O